C(C1=CC=CC=C1)N1CCC(CC1)C(=O)NCC1=C(C(=CC=C1)Cl)C(F)(F)F 1-benzyl-N-(3-chloro-2-(trifluoromethyl)benzyl)piperidine-4-carboxamide